C(C)(C)OC(=O)C1=CC(=NN1C1=NC=CC=C1Cl)Br 3-bromo-1-(3-chloropyridin-2-yl)-1H-pyrazole-5-carboxylic acid isopropyl ester